methyl-4-bromo-2-fluoro-benzamide CC=1C(=C(C(=O)N)C=CC1Br)F